N1(CCC1)C1=NC(=CC(=C1)C1=NN(C=N1)/C=C(/C(=O)N)\C=1C=NC=NC1)C(F)(F)F (E)-3-(3-(2-(azetidin-1-yl)-6-(trifluoromethyl)pyridin-4-yl)-1H-1,2,4-Triazol-1-yl)-2-(pyrimidin-5-yl)acrylamide